N-(4-((4-amino-2-butyl-7-isopropoxy-1H-imidazo[4,5-d]pyridazin-1-yl)methyl)benzyl)propionamide NC1=C2C(=C(N=N1)OC(C)C)N(C(=N2)CCCC)CC2=CC=C(CNC(CC)=O)C=C2